C(C)NC(C1=C(C=CC=C1F)F)=O N-ethyl-2,6-difluorobenzamide